(4-chlorophenyl)dibenzofuran ClC1=CC=C(C=C1)C1=CC=CC=2OC3=C(C21)C=CC=C3